C1CCCC1.[K] potassium cis-cyclopentane